C1(=CC=CC=C1)C(C1=CC=CC=C1)=NC=1C(=NC(=C(C1)\C=C\[C@@H]1CC[C@H](CC1)C(F)(F)F)OC)C#N 3-((Diphenylmethylene)amino)-6-methoxy-5-((E)-2-(trans-4-(trifluoromethyl)cyclohexyl)vinyl)picolinonitrile